N(=[N+]=[N-])C1=C(N=NC(=C1C1CC1)Cl)N[C@H]1CN(CCC1)C (R)-4-azido-6-chloro-5-cyclopropyl-N-(1-methylpiperidin-3-yl)pyridazin-3-amine